1,2-Dimethylpiperidinium triflat [O-]S(=O)(=O)C(F)(F)F.C[NH+]1C(CCCC1)C